N-[(1S)-3-cyano-1,5,5-trimethyl-4-oxocyclohex-2-en-1-yl]-4-fluoro-N-methylnaphthalene-1-carboxamide C(#N)C1=C[C@@](CC(C1=O)(C)C)(C)N(C(=O)C1=CC=C(C2=CC=CC=C12)F)C